(9H-fluoren-9-yl)methyl (S)-(1-((4-((tert-butyldimethylsilyl)oxy)phenyl)amino)-6-((diphenyl(p-tolyl)methyl)amino)-1-oxohexan-2-yl)carbamate [Si](C)(C)(C(C)(C)C)OC1=CC=C(C=C1)NC([C@H](CCCCNC(C1=CC=C(C=C1)C)(C1=CC=CC=C1)C1=CC=CC=C1)NC(OCC1C2=CC=CC=C2C=2C=CC=CC12)=O)=O